(E)-hex-2-enoyl chloride C(\C=C\CCC)(=O)Cl